2-(6-(((1S,3S)-3-((5-phenyl-1,2,4-oxadiazol-3-yl)amino)cyclopentyl)amino)pyridin-3-yl)pyridazin C1(=CC=CC=C1)C1=NC(=NO1)N[C@@H]1C[C@H](CC1)NC1=CC=C(C=N1)N1NC=CC=C1